COC1=C(C=CC(=C1)C(F)(F)F)C(=O)N1CC2(C1)C=C(C(C(C2)(C)C)=O)C#N 2-[2-methoxy-4-(trifluoromethyl)benzene-1-carbonyl]-8,8-dimethyl-7-oxo-2-azaspiro[3.5]non-5-ene-6-carbonitrile